(2R,3S,4R,5S)-hexane-1,2,3,4,5-pentol C([C@H]([C@@H]([C@@H]([C@H](C)O)O)O)O)O